O=C(CC(=O)[O-])CC(=O)[O-] R-β-ketoglutarate